(R)-1-(6-(trifluoromethyl)pyridin-2-yl)pyrrolidin FC(C1=CC=CC(=N1)N1CCCC1)(F)F